ClC(C(=O)[O-])(Cl)Cl.[Ho+3].ClC(C(=O)[O-])(Cl)Cl.ClC(C(=O)[O-])(Cl)Cl holmium trichloroacetate